(3S,4S) or (3R,4R)-2-(4-(tert-butyl)-3-chlorophenyl)-3-(3-cyclopropyl-2,3-dihydrobenzo[b][1,4]dioxin-6-yl)-7-fluoro-1-oxo-1,2,3,4-tetrahydroisoquinoline-4-carboxylic acid C(C)(C)(C)C1=C(C=C(C=C1)N1C(C2=CC(=CC=C2[C@@H]([C@H]1C1=CC2=C(OCC(O2)C2CC2)C=C1)C(=O)O)F)=O)Cl |o1:18,19|